triphenyl-(p-cyanophenyl)phosphonium 2-(2-naphthoxy)-2-piperidine-ethanesulfonate C1=C(C=CC2=CC=CC=C12)OC1(NCCCC1)CCS(=O)(=O)[O-].C1(=CC=CC=C1)[P+](C1=CC=C(C=C1)C#N)(C1=CC=CC=C1)C1=CC=CC=C1